O([C@H]1[C@H](O)[C@@H](O)[C@H](O)[C@H](O1)CO)C1=CNC2=CC=C(C(=C12)Cl)Br 5-bromo-4-chloro-3-indolyl β-D-glucopyranoside